2-[[3-bromo-5-[4-cyclopropyl-6-(difluoromethoxy)pyrimidin-5-yl]pyrazolo[4,3-d]pyrimidin-1-yl]methoxy]ethyl-trimethyl-silane BrC1=NN(C2=C1N=C(N=C2)C=2C(=NC=NC2OC(F)F)C2CC2)COCC[Si](C)(C)C